3-(3-(2,5-dimethoxyphenyl)-4-thiazolinonyl)-N-(4-phenylbutyl)benzamide COC1=C(C=C(C=C1)OC)N1C(SC=C1C=1C=C(C(=O)NCCCCC2=CC=CC=C2)C=CC1)=O